FC1=CC=C(CNC2=CC=C(C=C2)N)C=C1 N4-(4-fluorobenzyl)benzene-1,4-diamine